FC=1C=C(OC2=C(C3=C(C(N(S3(=O)=O)C)C)C=C2)C)C=C(C1)F 6-(3,5-difluorophenoxy)-2,3,7-trimethyl-2,3-dihydrobenzo[d]isothiazole-1,1-dioxide